CN1C(CC(CC1(C)C)O)(C)C 1,2,2,6,6-pentamethyl-4-hydroxy-piperidine